ONC(CCCCCCCNC(C1=CC(=CC=C1)NC1=NC2=CC=CC=C2C(N1)=O)=O)=O N-(8-(hydroxyamino)-8-oxooctyl)-3-((4-oxo-3,4-dihydroquinazolin-2-yl)amino)benzamide